C(C)C12C(NC=3C=CC=CC13)C(=C2)C2=CC=CC=C2 7b-ethyl-2-phenyl-2a,7b-dihydro-3H-cyclobuta[b]indole